N1(C=NC=C1)CC=1C=C(C=O)C=C(C1)OC(F)(F)F 3-((1H-imidazol-1-yl)methyl)-5-(trifluoromethoxy)benzaldehyde